5-bromo-2-(isopropoxycarbonyl)nicotinic acid BrC=1C=NC(=C(C(=O)O)C1)C(=O)OC(C)C